tert-butyl (S)-(2-(1H-indol-3-yl)propyl)carbamate N1C=C(C2=CC=CC=C12)[C@@H](CNC(OC(C)(C)C)=O)C